C(CCCCCC(=O)OC(CCC\C=C/CC)CCC\C=C/CC)(=O)OCC(CO)COC(CCCCCC(OC(CCC\C=C/CC)CCC\C=C/CC)=O)=O 1-{3-Hydroxy-2-[({7-oxo-7-[(3Z,12Z)-pentadeca-3,12-dien-8-yloxy]heptanoyl}oxy)methyl]propyl} 7-(3Z,12Z)-pentadeca-3,12-dien-8-yl heptanedioate